2-amino-1-(3-(methoxymethoxy)phenyl)ethane NCCC1=CC(=CC=C1)OCOC